C1(CCC1)CC(=O)NC=1C=C(SC1)C1=CN=CC(=N1)C1=CC(=C(C(=O)N(C2CCN(CC2)C)C)C=C1)OC 4-(6-(4-(2-cyclobutylacetamido)thiophen-2-yl)pyrazin-2-yl)-2-methoxy-N-methyl-N-(1-methylpiperidin-4-yl)benzamide